The molecule is an organophosphate oxoanion obtained by deprotonation of the phosphate OH groups of diacetylchitobiose-6-phosphate; major species at pH 7.3. It is a conjugate base of a diacetylchitobiose-6'-phosphate. CC(=O)N[C@@H]1[C@H]([C@@H]([C@H](O[C@H]1O[C@@H]2[C@H](OC([C@@H]([C@H]2O)NC(=O)C)O)CO)COP(=O)([O-])[O-])O)O